2,3,4,5-tetrafluoro-6-(N-(3-fluoro-4-methoxyphenyl)-N-(4-methoxybenzyl)sulfamoyl)-N,N-dimethylbenzamide FC1=C(C(=O)N(C)C)C(=C(C(=C1F)F)F)S(N(CC1=CC=C(C=C1)OC)C1=CC(=C(C=C1)OC)F)(=O)=O